C(C=CC1=CC=CC=C1)C1=C(C(N(C1C1=CC=C(C=C1)OC)C1=CC=CC=C1)=O)O 4-cinnamyl-3-hydroxy-5-(4-methoxyphenyl)-1-phenyl-1H-pyrrol-2(5H)-one